2,2-bis(2,6-dimethyl-4-hydroxyphenyl)adamantane CC1=C(C(=CC(=C1)O)C)C1(C2CC3CC(CC1C3)C2)C2=C(C=C(C=C2C)O)C